F[B-](F)(F)F.Cl[Ru-4](=CP(C1CCCCC1)(C1CCCCC1)C1CCCCC1)(=C1N(CCN1C1=C(C=C(C=C1C)C)C)C1=C(C=C(C=C1C)C)C)Cl dichloro[1,3-bis(2,4,6-trimethylphenyl)-2-imidazolidinylidene][(tricyclohexylphosphoranyl)methylidene]ruthenium(II) tetrafluoroborate